C1(=CC=CC=C1)N1C2=CC=CC=C2C2=CC(=C3C(=C12)N(C=1C=CC=CC13)C1=CC=CC=C1)C1=CC(=CC=C1)C1=C3C(=C2N(C4=CC=CC=C4C2=C1)C1=CC=CC=C1)N(C=1C=CC=CC13)C1=CC=CC=C1 1,3-bis(11,12-diphenylindolo[2,3-a]carbazol-5-yl)benzene